8-((2s,5r)-4-((3-fluorophenyl)(5-(trifluoromethyl)pyridin-2-yl)methyl)-2,5-dimethylpiperazin-1-yl)-5-methyl-6-oxo-5,6-dihydro-1,5-naphthyridine-2-carbonitrile FC=1C=C(C=CC1)C(N1C[C@@H](N(C[C@H]1C)C1=CC(N(C=2C=CC(=NC12)C#N)C)=O)C)C1=NC=C(C=C1)C(F)(F)F